CN1C[C@@H](OCC1)COC=1C=C(C(=O)N[C@@H](C)C=2C=NC(=NC2)C(F)(F)F)C=C(C1)C=1SC(=CN1)C 3-{[(2R)-4-methylmorpholin-2-yl]methoxy}-5-(5-methyl-1,3-thiazol-2-yl)-N-{(1S)-1-[2-(trifluoromethyl)pyrimidin-5-yl]ethyl}benzamide